CN1C(=NC2=C1C=CC=C2)C=2C1=C(N=C(N2)N2[C@H](CC2)C)CCC1 1-methyl-2-[2-[(2S)-2-methylazetidin-1-yl]-6,7-dihydro-5H-cyclopenta[d]pyrimidin-4-yl]benzimidazole